1-(4-(4-(5-amino-1-(isoquinolin-1-yl)-1H-1,2,4-triazol-3-ylamino)phenyl)piperazin-1-yl)ethanone NC1=NC(=NN1C1=NC=CC2=CC=CC=C12)NC1=CC=C(C=C1)N1CCN(CC1)C(C)=O